3-Amino-8-(2,3-difluoro-6-methoxyphenyl)-N-propylimidazo[1,2-a]pyridine-2-carboxamide NC1=C(N=C2N1C=CC=C2C2=C(C(=CC=C2OC)F)F)C(=O)NCCC